Cl.C(C)N(CCCN=C=NCC)CC 1-[3-(diethylamino)propyl]-3-ethylcarbodiimide hydrochloride